(S)-3-(5-(4-((5-(1H-pyrazol-3-yl)pyridin-2-yl)oxy)phenyl)-2H-tetrazol-2-yl)-2-aminopropan-1-ol N1N=C(C=C1)C=1C=CC(=NC1)OC1=CC=C(C=C1)C=1N=NN(N1)C[C@@H](CO)N